FC(C(=O)O)(F)F.ClC=1C=CC(=NC1)COC1=CC=CC(=N1)NC1CCNCC1 6-((5-chloropyridin-2-yl)methoxy)-N-(piperidin-4-yl)pyridin-2-amine trifluoroacetic acid salt